ClC1=NC2=C(C3=CC=CC=C13)N(C1=CC=C(C=C12)OC)CCCN1C(NC=C(C1=O)F)=O 3-(3-(5-chloro-8-methoxy-11H-indolo[3,2-c]isoquinolin-11-yl)propyl)-5-fluoropyrimidine-2,4(1H,3H)-dione